C(C)N(CCNC(=S)NC=1C=C2C(=CC(=NC2=CC1)N1CCCCC1)C)CC 1-(2-(diethylamino)ethyl)-3-(4-methyl-2-(piperidin-1-yl)quinolin-6-yl)thiourea